5-chloro-3-iodo-6-isocyano-1-((2-(trimethylsilyl)ethoxy)methyl)-1H-indazole ClC=1C=C2C(=NN(C2=CC1[N+]#[C-])COCC[Si](C)(C)C)I